(2,4-Difluoro-6-isopropoxy-phenyl)-methanol FC1=C(C(=CC(=C1)F)OC(C)C)CO